C(\C=C/C(=O)[O-])(=O)OCCCC normal butyl maleate